CC1CN(CCC1)C1=NC(=NC=C1)C1=CN=C2N1C=C(N=C2)C(F)(F)F 3-(4-(3-methylpiperidin-1-yl)pyrimidin-2-yl)-6-(trifluoromethyl)imidazo[1,2-a]pyrazine